1-(dodecyl-oxy)dodec-1-ene C(CCCCCCCCCCC)OC=CCCCCCCCCCC